O=C(CCCCCCC(CCCCCCCCC)OC(=O)C1CCN(CC1)C)OC(CCCC)CCCCCC 1-oxo-1-(undecane-5-yloxy)heptadecan-8-yl-1-methylpiperidine-4-carboxylate